6-benzhydryl-4-chloroaniline C(C1=CC=CC=C1)(C1=CC=CC=C1)C1=CC(=CC=C1N)Cl